O1CCC(CC1)CCCCCCCCCCC(=O)N 11-(tetrahydro-2H-pyran-4-yl)undecanamide